Cl.C(N1N=CC(=C1)C1=C(C=CC=C1)O)([2H])([2H])[2H] [1-(2H3)methyl-1H-pyrazol-4-yl]phenol hydrochloride